C(C)(=O)N1CC2=C(CC1)N(N=C2I)C2CCC(CC2)N(C2CCN(CC2)C(=O)OC(C)(C)C)C tert-butyl 4-[[4-(5-acetyl-3-iodo-6,7-dihydro-4H-pyrazolo[4,3-c]pyridin-1-yl)cyclohexyl]-methyl-amino]piperidine-1-carboxylate